N-(5-((6-((R)-3-(2-chloro-3-fluorophenyl)isoxazolidine-2-yl)pyrimidine-4-yl)amino)-2-(4-(4-ethylpiperazine-1-yl)piperidine-1-yl)-4-methoxyphenyl)acrylamide ClC1=C(C=CC=C1F)[C@@H]1N(OCC1)C1=CC(=NC=N1)NC=1C(=CC(=C(C1)NC(C=C)=O)N1CCC(CC1)N1CCN(CC1)CC)OC